1-(2-methyl-6-(oxetan-3-yl)pyridin-3-yl)-N-((5-phenyl-1,3,4-thiadiazol-2-yl)methyl)-1H-1,2,3-triazole-4-carboxamide CC1=NC(=CC=C1N1N=NC(=C1)C(=O)NCC=1SC(=NN1)C1=CC=CC=C1)C1COC1